3-(pyridin-4-yl)-2,3-dihydrobenzofuran-5,7-dicarboxamide N1=CC=C(C=C1)C1COC2=C1C=C(C=C2C(=O)N)C(=O)N